C(#C)C1=NC(=NC(=C1)C1=C(C=CC=C1)OC(F)(F)F)N 4-ethynyl-6-(o-trifluoromethoxyphenyl)-2-pyrimidinylamine